ethanol fumarate salt C(\C=C\C(=O)O)(=O)O.C(C)O